FC(N1N=C(C=C1)CN1[C@@H](CCN2C1=NC(=CC2=O)N2CC1CCC(C2)O1)C(F)(F)F)F (S)-9-(1-Difluoromethyl-1H-pyrazol-3-ylmethyl)-2-(8-oxa-3-aza-bicyclo[3.2.1]oct-3-yl)-8-trifluoromethyl-6,7,8,9-tetrahydro-pyrimido[1,2-a]-pyrimidin-4-one